C(C1=CC=CC=C1)O[C@H](C[C@H](C(C)C)N(C)C(=O)OC(C)(C)C)C=1SC=C(N1)C(=O)N[C@H](C[C@@H](C(=O)OCC=C)C)CC1=CC=CC=C1 (2S,4R)-allyl 4-(2-((1R,3R)-1-(benzyloxy)-3-((tert-butoxycarbonyl)(methyl)amino)-4-methylpentyl)thiazole-4-carboxamido)-2-methyl-5-phenylpentanoate